The molecule is a tricyclic diterpenoid isolated from the stem bark of Fraxinus sieboldiana. It has a role as a plant metabolite. It is a member of phenols and a tricyclic diterpenoid. CC(C)C1=C(C=C2C(=C1)CCC3=C2[C@@H](CCC3(C)C)O)O